2-bromo-N-(5-(pyridin-4-ylmethyl)pyridin-2-yl)propionamide BrC(C(=O)NC1=NC=C(C=C1)CC1=CC=NC=C1)C